ClC1=NC2=CC=CC=C2C(=N1)C1CC1 2-Chloro-4-cyclopropylquinazoline